4-(3,5-Dimethoxy-4-((1-(piperidin-4-ylmethyl)piperidin-4-yl)oxy)phenyl)-2-methyl-2,7-naphthyridin-1(2H)-one COC=1C=C(C=C(C1OC1CCN(CC1)CC1CCNCC1)OC)C1=CN(C(C2=CN=CC=C12)=O)C